CN(C(OC(C)(C)C)=O)C1(CC1)C=1OC(=NN1)C1=C(C=CC=C1)NC1=CC=C(C=C1)C(F)(F)F tert-butyl methyl(1-(5-(2-((4-(trifluoromethyl)phenyl)amino)phenyl)-1,3,4-oxadiazol-2-yl)cyclopropyl)carbamate